Methyl 3-(4-(3-(trifluoromethyl)-5,6,7,8-tetrahydro-1,6-naphthyridin-2-yl)butoxy)benzoate FC(C=1C(=NC=2CCNCC2C1)CCCCOC=1C=C(C(=O)OC)C=CC1)(F)F